(2S,4S)-1-[2-[4-[(8-chloro-5-isoquinolinyl)amino]-1-piperidinyl]acetyl]-4-fluoro-pyrrolidine-2-carbonitrile ClC=1C=CC(=C2C=CN=CC12)NC1CCN(CC1)CC(=O)N1[C@@H](C[C@@H](C1)F)C#N